5-ethylsulfanyl-1-(methoxymethyl)-3-methyl-6-[3-methyl-6-(trifluoromethyl)imidazo[4,5-b]Pyridin-2-yl]Benzimidazol-2-one C(C)SC1=CC2=C(N(C(N2C)=O)COC)C=C1C1=NC=2C(=NC=C(C2)C(F)(F)F)N1C